C1(=CC=CC=C1)C1=BC=CC=C1 1-phenylborabenzene